N1(CCCC1)CCN1CCCC1 1,2-dipyrrolidinoethane